(R)-tert-butyl ((4-(3-(2-fluorophenoxy)-6-(4-(pyridazin-4-yl)thiazole-2-carboxamido)-2-(trifluoromethyl)phenyl)-1-methylpiperazin-2-yl)methyl)(methyl)carbamate FC1=C(OC=2C(=C(C(=CC2)NC(=O)C=2SC=C(N2)C2=CN=NC=C2)N2C[C@@H](N(CC2)C)CN(C(OC(C)(C)C)=O)C)C(F)(F)F)C=CC=C1